5-chloro-7-ethyl-N-{2-[3-methoxy-4-(methylamino)pyrrolidin-1-yl]-5,6,7,8-tetrahydroquinolin-6-yl}-7H-pyrrolo[2,3-c]pyridazine-3-carboxamide ClC1=CN(C=2N=NC(=CC21)C(=O)NC2CC=1C=CC(=NC1CC2)N2CC(C(C2)NC)OC)CC